C1(CC1)C(C)C1OCC=2C(=CC=CC12)O (1-Cyclopropylethyl)-1,3-dihydroisobenzofuran-4-ol